C1(CC1)C1=NC(=NO1)C(NC(=O)[C@H]1N(C[C@@H](C1)O)C([C@H](C(C)(C)C)N1N=NC(=C1)C1CC1)=O)C1=CC=CC=C1 (2S,4R)-N-[(5-cyclopropyl-1,2,4-oxadiazol-3-yl)-phenyl-methyl]-1-[(2S)-2-(4-cyclopropyltriazol-1-yl)-3,3-dimethyl-butanoyl]-4-hydroxy-pyrrolidine-2-carboxamide